C(#N)C(CC=1C=CC2=C(C=C(S2)C=2C=CC3=C(N(C(O3)=O)C)C2)C1)NC(=O)[C@H]1OCCCN(C1)C(=O)OC(C)(C)C tert-butyl (2S)-2-({1-cyano-2-[2-(3-methyl-2-oxo-1,3-benzoxazol-5-yl)-1-benzothiophen-5-yl]ethyl}carbamoyl)-1,4-oxazepane-4-carboxylate